2,5-dimethyl-di-t-butylhexane CC(C)(CCC(C)(C)C(C)(C)C)C(C)(C)C